1-[3-Fluoro-6-[5-methyl-1-(4-piperidyl)triazol-4-yl]pyrazolo[1,5-a]pyridin-4-yl]oxy-2-(5-fluoro-2-pyridyl)propan-2-ol HCl Cl.FC=1C=NN2C1C(=CC(=C2)C=2N=NN(C2C)C2CCNCC2)OCC(C)(O)C2=NC=C(C=C2)F